2-(5-methylthiophen-3-yl)ethanol CC1=CC(=CS1)CCO